C(O)(O)=O.FC(F)(F)C=C trifluoromethyl ethylene carbonate